benzyl N-(3-aminopropyl)-N-methyl-carbamate NCCCN(C(OCC1=CC=CC=C1)=O)C